FC=1C=C(C(=O)NC2=CN=C(S2)C2=CC(=CC=C2)N2CCCC2)C=C(C1O)C=O 3-fluoro-5-formyl-4-hydroxy-N-(2-(3-(pyrrolidin-1-yl)phenyl)thiazol-5-yl)benzamide